COC1=C(C=C2C(=NC=3N(C2=C1)C=NC3)N[C@H](C)C3=CC(=CC=C3)C(F)(F)F)B3OC(C(O3)(C)C)(C)C 8-methoxy-7-(tetramethyl-1,3,2-dioxaborolan-2-yl)-N-[(1R)-1-[3-(trifluoromethyl)phenyl]ethyl]imidazo[1,5-a]quinazolin-5-amine